3-hydroxy-4-methyl-5-methoxy-2-(1-oxobutyl)phenolate OC=1C(=C(C=C(C1C)OC)[O-])C(CCC)=O